ClC=1C(=C2C=NNC2=C(C1F)CS(=O)C)C=1N=CC=2N(C1)C=C(N2)NC(=O)[C@H]2[C@H](C2)F (1S,2S)-N-(6-(5-chloro-6-fluoro-7-((methylsulfinyl)methyl)-1H-indazol-4-yl)imidazo[1,2-a]pyrazin-2-yl)-2-fluorocyclopropane-1-carboxamide